6,12-bis-(1H-indazol-5-yl)-2-[2-(2-{3-oxa-7-azabicyclo[3.3.1]nonan-7-yl}ethoxy)ethyl]-9-oxa-2,4-diazatricyclo[8.4.0.0^{3,8}]tetradeca-1(10),3(8),4,6,11,13-hexaene N1N=CC2=CC(=CC=C12)C=1C=NC=2N(C=3C=CC(=CC3OC2C1)C=1C=C2C=NNC2=CC1)CCOCCN1CC2COCC(C1)C2